C(C)(C)OC=1C(=C2C(=NN(C2=CC1)C1OCCCC1)C=1C=C(C(N(N1)C)=O)N1CCOCC1)C 6-(5-Isopropoxy-4-methyl-1-(tetrahydro-2H-pyran-2-yl)-1H-indazol-3-yl)-2-methyl-4-morpholinopyridazin-3(2H)-one